3-chloro-2-[(2-cyclopropyl-6-fluoro-4-{[imidazolidin-2-ylidene]carbamoyl}phenyl)amino]-N-(1-methylcyclopropyl)pyridine-4-carboxamide ClC=1C(=NC=CC1C(=O)NC1(CC1)C)NC1=C(C=C(C=C1F)C(N=C1NCCN1)=O)C1CC1